ClC1=CC=C(CN2C3(CC(C3)C(=O)OC)C(N(CC2=O)C2=C(C=C(C=C2)C#N)F)=O)C=C1 methyl 5-(4-chlorobenzyl)-8-(4-cyano-2-fluorophenyl)-6,9-dioxo-5,8-diazaspiro[3.5]nonane-2-carboxylate